tert-butyl 8-(benzyloxy)-1,4,5,6-tetrahydroazepino[4,5-b]indole-3(2H)-carboxylate C(C1=CC=CC=C1)OC=1C=CC=2C3=C(NC2C1)CCN(CC3)C(=O)OC(C)(C)C